3-amino-6-bromo-7-chloro-4-[7-chloro-2-(oxan-2-yl)indazol-4-yl]-1-[(4-methoxyphenyl)methyl]quinolin-2-one NC=1C(N(C2=CC(=C(C=C2C1C=1C2=CN(N=C2C(=CC1)Cl)C1OCCCC1)Br)Cl)CC1=CC=C(C=C1)OC)=O